N[C@H]1CN(C[C@H]1F)C1=NC(=CC(=N1)N1CC=2C(=NC=CC2C1=O)C1=C(C=CC=C1OC)F)C1CC1 (2-((3S,4R)-3-amino-4-fluoropyrrolidin-1-yl)-6-cyclopropylpyrimidin-4-yl)-4-(2-fluoro-6-methoxyphenyl)-2,3-dihydro-1H-pyrrolo[3,4-c]pyridin-1-one